6-((3-((tert-butyldimethylsilyl)oxy)cyclohexyl)(methyl)amino)nicotinonitrile [Si](C)(C)(C(C)(C)C)OC1CC(CCC1)N(C1=NC=C(C#N)C=C1)C